N-(piperidin-3-yl)-4-(1H-1,2,3-triazol-4-yl)-5-(trifluoromethyl)pyrimidin-2-amine N1CC(CCC1)NC1=NC=C(C(=N1)C=1N=NNC1)C(F)(F)F